C1C(C1)NC(=O)C1=NN(C(=N1)[C@H]1C(N(C=2N(CC1)N=CC2)C)=O)CC2OCCC2 N-(6S)-2-Cyclopropyl-4-methyl-5-oxo-7,8-dihydro-6H-pyrazolo[1,5-a][1,3]diazepin-6-yl-1-(tetrahydrofuran-2-ylmethyl)-1,2,4-triazol-3-carboxamid